(S)-2,2-difluoro-1-(3-fluorophenyl)ethyl (1-methyl-4-(6-methyl-5-(methylsulfonamido) pyridin-2-yl)-1H-1,2,3-triazol-5-yl)carbamate CN1N=NC(=C1NC(O[C@H](C(F)F)C1=CC(=CC=C1)F)=O)C1=NC(=C(C=C1)NS(=O)(=O)C)C